1-isopropyl-5-nitro-1H-indazole C(C)(C)N1N=CC2=CC(=CC=C12)[N+](=O)[O-]